C12CNCC(CC1)N2C=2SC=1CN(CCC1N2)C(C(C=2C=NC(=CC2)F)(F)F)=O 1-(2-(3,8-diazabicyclo[3.2.1]octan-8-yl)-6,7-dihydrothiazolo[5,4-c]pyridin-5(4H)-yl)-2,2-difluoro-2-(6-fluoropyridin-3-yl)ethan-1-one